(E)-6-Methyl-6-(5-methyl-2-furanyl)-3-hepten-2-one CC(C/C=C/C(C)=O)(C)C=1OC(=CC1)C